ethyl-(phenyl)ethoxypropoxysilane C(C)[SiH2]OCCCOCCC1=CC=CC=C1